6-chloro-4-(phenylamino)quinoline-3-carboxylic acid ethyl ester C(C)OC(=O)C=1C=NC2=CC=C(C=C2C1NC1=CC=CC=C1)Cl